C[C@@]12CCC[C@@]3([C@@H]1[C@@H]([C@]45[C@H]3CC[C@](C4)(C(=C)C5)O)C(=O)OC)OC2=O The molecule is a gibberellin ester that is the methyl ester of gibberellin A20. It is a gibberellin ester, a lactone, a methyl ester, a tertiary alcohol and an organic heteropentacyclic compound. It derives from a gibberellin A20.